N1(CCCCC1)C1=C2C3=C(N(C2=CC=C1)C(=O)OC(C)(C)C)C=NC(=C3COC)C(=O)OCC 9-(tert-butyl) 3-ethyl 5-piperidinyl-4-(methoxymethyl)-9H-pyrido[3,4-b]indole-3,9-dicarboxylate